2-(benzoyltriazol-1-yloxy)-1,3-dimethyl-2-pyrrolidin-1-yl-1,3,2-diazaphospholane C(C1=CC=CC=C1)(=O)C=1N=NN(C1)OP1(N(CCN1C)C)N1CCCC1